5-Bromo-7,8-dichloro-1-methyl-1,2,4,9-tetrahydrospiro[carbazole-3,2'-[1,3]dioxolane]-1-carboxylic acid BrC1=C2C=3CC4(OCCO4)CC(C3NC2=C(C(=C1)Cl)Cl)(C(=O)O)C